carbonyl cyanide meta-chlorophenylhydrazone ClC=1C=C(C=CC1)NN=C(C#N)C#N